N-(2-(2-cyano-4,4-difluoropyrrolidin-1-yl)-2-oxoethyl)-6-(2-(6-methylpyridin-3-yl)vinyl)quinoline-4-carboxamide C(#N)C1N(CC(C1)(F)F)C(CNC(=O)C1=CC=NC2=CC=C(C=C12)C=CC=1C=NC(=CC1)C)=O